C(C1=CC=CC=C1)NCCOC=1C=CC(=C(C(=O)NC2(CC2)C2=CC=CC3=CC=CC=C23)C1)C 5-(2-(Benzylamino)ethoxy)-2-methyl-N-(1-(naphthalen-1-yl)cyclopropyl)benzamide